C1(CC1)C1=C(C=C(C(=C1)I)C)N(C(C#CCC)=O)C1=CC=C2C(=N1)C(N(C2)C2COC2)=O N-(2-cyclopropyl-4-iodo-5-methylphenyl)-N-(6-(oxetan-3-yl)-7-oxo-6,7-dihydro-5H-pyrrolo[3,4-b]pyridin-2-yl)pent-2-ynamide